5-(1-(phenylsulfonyl)-1H-pyrazol-3-yl)-7H-pyrrolo[2,3-d]pyrimidine C1(=CC=CC=C1)S(=O)(=O)N1N=C(C=C1)C1=CNC=2N=CN=CC21